(S)-2-(azetidin-1-ylmethyl)-3-methylbutanoic acid, lithium salt [Li+].N1(CCC1)C[C@@H](C(=O)[O-])C(C)C